3-Butylnonanol C(CCC)C(CCO)CCCCCC